7-Fluoro-4-methoxy-1-(2-{6-[4-(3H-[1,2,3]triazol-4-yl)-phenyl]-pyrimidin-4-ylamino}-ethyl)-1H-indol-2-carbonitril FC=1C=CC(=C2C=C(N(C12)CCNC1=NC=NC(=C1)C1=CC=C(C=C1)C=1NN=NC1)C#N)OC